BrC1=CC=C2C(=NC(=NC2=C1OC1CC1)OC[C@H]1N(C[C@H](C1)F)C)C1N(C(CNC1)Cl)C(=O)[O-] 7-bromo-6-chloro-8-cyclopropoxy-2-((((2S,4S)-4-fluoro-1-methylpyrrolidin-2-yl)methoxy)quinazolin-4-yl)piperazin-1-carboxylate